COC(=O)[C@]1(C=C[C@H](C1)N1C(=CC=C1C)C)COCC1=CC=CC=C1 (1R,4S)-1-((benzyloxy)methyl)-4-(2,5-dimethyl-1H-pyrrol-1-yl)cyclopent-2-ene-1-carboxylic acid methyl ester